FC1=CC2=C(N(C3=C(NC2=O)C=CC=C3)C(CN3CCN(CC3)C)=O)C=C1 2-fluoro-5-(2-(4-methylpiperazin-1-yl)acetyl)-5,10-dihydro-11H-dibenzo[b,e][1,4]diazepin-11-one